(3-((benzyloxy)methyl)-4-ethyl-5-oxo-4,5-dihydro-1H-1,2,4-triazol-1-yl)-4-(sec-butyl)-2-(2-chloro-6-fluorophenyl)-7-fluoroisoquinolin-1(2H)-one C(C1=CC=CC=C1)OCC1=NN(C(N1CC)=O)C=1N(C(C2=CC(=CC=C2C1C(C)CC)F)=O)C1=C(C=CC=C1F)Cl